BrC=1C(=CC=C2CCC(C(C12)=O)C(C(=O)OCC)=O)OC ethyl 2-(8-bromo-7-methoxy-1-oxo-3,4-dihydro-2H-naphthalen-2-yl)-2-oxoacetate